tert-butyl (1S,4S)-5-[4-[3-chloro-2-fluoro-4-(oxetan-3-ylmethoxy)anilino]pyrido[3,2-d]pyrimidin-6-yl]-2,5-diazabicyclo[2.2.1]heptane-2-carboxylate ClC=1C(=C(NC=2C3=C(N=CN2)C=CC(=N3)N3[C@@H]2CN([C@H](C3)C2)C(=O)OC(C)(C)C)C=CC1OCC1COC1)F